N-iodophthalimide IN1C(C=2C(C1=O)=CC=CC2)=O